COC(=O)N1C[C@@H]([C@@H](CC1)C)C1=CC(=NC=2N1N=C(C2)[C@@H]2CC[C@H](CC2)C(F)(F)F)C (3R,4R)-4-methyl-3-{5-methyl-2-[trans-4-(trifluoromethyl)cyclohexyl]pyrazolo[1,5-a]pyrimidin-7-yl}piperidine-1-carboxylic acid methyl ester